6-amino-4-chloro-8-cyclopropyl-7H,8H-pyrido[2,3-d]pyrimidin-7-one NC1=CC2=C(N=CN=C2Cl)N(C1=O)C1CC1